3-citronellylthio-2-hydroxypropyl methacrylate C(C(=C)C)(=O)OCC(CSCCC(C)CCC=C(C)C)O